COC1=C(C=CC=C1)[C@@H]1N2C(COC1)=NC1=C2N=C(C=C1)C=1C=NC(=NC1)N1CCC(CC1)O (S)-1-(5-(9-(2-methoxyphenyl)-8,9-dihydro-6H-pyrido[3',2':4,5]imidazo[2,1-c][1,4]oxazin-2-yl)pyrimidin-2-yl)piperidin-4-ol